FC(C=1C=C(C=CC1)O)(F)F 3-Trifluoromethylphenol